FC=1C=C(C=CC1)[C@H](CNC(CC1CCC(CC1)NC(C(C)(C)C)=O)(C)C)O N-[(1R,4r)-4-{2-[(R)-2-(m-fluorophenyl)-2-hydroxyethylamino]-2-methylpropyl}cyclohexyl]2,2-dimethylpropionamide